1-[5-methoxy-2-(4-piperazin-1-yl-phenylamino)-pyrimidin-4-yl]-1H-indole-3-carboxamide COC=1C(=NC(=NC1)NC1=CC=C(C=C1)N1CCNCC1)N1C=C(C2=CC=CC=C12)C(=O)N